2-ethoxy-1-(2-fluoro-4-(5-(trifluoromethyl)-1,2,4-oxadiazol-3-yl)phenyl)ethan-1-one C(C)OCC(=O)C1=C(C=C(C=C1)C1=NOC(=N1)C(F)(F)F)F